CN(C=1C=C(C=C(C(=O)OCCC)C#N)C=CC1)C n-propyl 3-dimethylamino-α-cyanocinnamate